NC1=C2C(=NC=N1)N(N=C2C2=NOC(=C2C=2N=CN(C2)CCCCNC(CC)=O)C2CC2)C(C)C N-[4-(4-{3-[4-amino-1-(propan-2-yl)-1H-pyrazolo[3,4-d]pyrimidin-3-yl]-5-cyclopropyl-1,2-oxazol-4-yl}-1H-imidazol-1-yl)butyl]propanamide